C(C)OC(C(C(Br)C1=C(C=CC=C1)[N+](=O)[O-])Br)=O 3-(2-Nitrophenyl)-2,3-dibromopropionic acid ethyl ester